(trans)-3-((2-((7-chloro-1-hydroxy-1,3-dihydrobenzo[c][1,2]oxaborol-5-yl)amino)-5-fluoropyrimidin-4-yl)amino)tetrahydro-2H-pyran-4-carbonitrile ClC1=CC(=CC2=C1B(OC2)O)NC2=NC=C(C(=N2)N[C@@H]2COCC[C@H]2C#N)F